6-tert-Butyl-N-[[6-[[1-(4-tert-butyl-2-pyridyl)-3-[(3S)-pyrrolidin-3-yl]propyl]amino]-2-pyridyl]sulfonyl]-2-fluoro-pyridine-3-carboxamide C(C)(C)(C)C1=CC=C(C(=N1)F)C(=O)NS(=O)(=O)C1=NC(=CC=C1)NC(CC[C@@H]1CNCC1)C1=NC=CC(=C1)C(C)(C)C